C(CC1=CC=CC=C1)C1(CCN(CC1)CC1=CC=C(C=C1)NC(C)=O)C1=CC=NC=C1 N-(4-((4-phenethyl-4-(pyridin-4-yl)piperidin-1-yl)methyl)phenyl)acetamide